CC1(C(C(=CC2(CCN(C2)C(=O)C=2N=NC=CC2)C1)C#N)=O)C 9,9-dimethyl-8-oxo-2-(pyridazine-3-carbonyl)-2-azaspiro[4.5]dec-6-ene-7-carbonitrile